bis(tris(4-t-butyl-phenyl)sulfonium) ethanedisulfonate C(CS(=O)(=O)[O-])S(=O)(=O)[O-].C(C)(C)(C)C1=CC=C(C=C1)[S+](C1=CC=C(C=C1)C(C)(C)C)C1=CC=C(C=C1)C(C)(C)C.C(C)(C)(C)C1=CC=C(C=C1)[S+](C1=CC=C(C=C1)C(C)(C)C)C1=CC=C(C=C1)C(C)(C)C